decanyl phosphate P(=O)(OCCCCCCCCCC)([O-])[O-]